FC(C(=O)OC(C(CF)F)=O)CF 2,3-difluoropropionic anhydride